N1-ethyl-4,5-di(4'-bromophenyl)imidazole C(C)N1C=NC(=C1C1=CC=C(C=C1)Br)C1=CC=C(C=C1)Br